Cl.N[C@@H]1CN(CC1)C=1C=2CCCCC2N=C2C=CC(=CC12)C1=CC(=NC=C1)C1(CCCC1)C(=O)N (4-{9-[(3S)-3-Aminopyrrolidin-1-yl]-5,6,7,8-tetrahydroacridin-2-yl}pyridin-2-yl)cyclopentanecarboxamide hydrochloride